N-(4-(aminomethyl)phenyl)-4-(((3R,4R)-1-(2-cyanoacetyl)-4-methylpiperidin-3-yl)(methyl)amino)-7H-pyrrolo[2,3-d]pyrimidine-7-thioamide hydrochloride Cl.NCC1=CC=C(C=C1)NC(=S)N1C=CC2=C1N=CN=C2N(C)[C@H]2CN(CC[C@H]2C)C(CC#N)=O